ethyl 4-amino-3-fluoro-5-[[(2S)-oxetan-2-yl]methylamino]benzoate NC1=C(C=C(C(=O)OCC)C=C1NC[C@H]1OCC1)F